Methyl (1R,3S)-1-((2'-(benzyloxy)-3',4,6-trifluoro-[1,1'-biphenyl]-3-yl)methyl)-3-(methylsulfonamido)cyclopentane-1-carbimidate C(C1=CC=CC=C1)OC1=C(C=CC=C1F)C1=CC(=C(C=C1F)F)C[C@]1(C[C@H](CC1)NS(=O)(=O)C)C(OC)=N